N6-(5,6,7,8-tetrahydronaphthalen-1-yl)-1H-pyrazolo[3,4-d]pyrimidine-3,6-diamine C1(=CC=CC=2CCCCC12)NC1=NC=C2C(=N1)NN=C2N